C(CC)(=O)C=1C=C(C(=O)NC=2C=C3C(=CNC3=CC2)C2CCN(CC2)CCCCC)C=CC1 5-(3-(propanoyl)benzoyl)amino-3-(1-pentylpiperidin-4-yl)-1H-indole